(R)-N-((S)-1,3-dihydrospiro[inden-2,4'-piperidin]-1-yl)-2-methylpropane-2-sulfinamide trifluoroacetate salt FC(C(=O)O)(F)F.N1CCC2(CC1)[C@@H](C1=CC=CC=C1C2)N[S@](=O)C(C)(C)C